C(C)(=O)NCC(=O)NC1=CC=C(C=C1)SC1=C(N=NC(=C1C)CC1=CC=CC=C1)CC1=CC=CC=C1 2-acetamido-4-((3,6-dibenzyl-5-methylpyridazin-4-yl)thio)-N-phenylacetamide